1-octyl-1-butyl-3-methyl-pyrrolium chloride [Cl-].C(CCCCCCC)[N+]1(C=C(C=C1)C)CCCC